C(CCCCCCCCCCCCCCCCC)(=O)OCCSC[C@H](C(=O)N[C@H](C(=O)NC1=CC=C(C=C1)CN1C2=NC(=NC(=C2N=C1O)N)NCCCC)CO)N 2-((S)-2-amino-3-((S)-1-(4-((6-amino-2-(butylamino)-8-hydroxy-9H-purin-9-yl)methyl)phenylamino)-3-hydroxy-1-oxopropane-2-ylamino)-3-oxopropylthio)ethyl stearate